COC1=C(C(=NC=2N1N=C(C2C2=CC=CC=C2)C2=CC=CC=C2)NC=2N=NC(=CC2)OC)C2=CC=C(C=C2)OC 7-methoxy-6-(4-methoxyphenyl)-N-(6-methoxypyridazin-3-yl)-2,3-diphenylpyrazolo[1,5-a]pyrimidin-5-amine